tert-butyl 1-((R)-(3-fluorophenyl)(hydroxy)methyl)-4-(2-(trans-4-methoxycyclohexyl)ethyl)-7-azabicyclo[2.2.1]heptane-7-carboxylate FC=1C=C(C=CC1)[C@H](C12CCC(CC1)(N2C(=O)OC(C)(C)C)CC[C@@H]2CC[C@H](CC2)OC)O